N-(5-(4-(4-(azetidin-1-ylmethyl)-1H-pyrazol-1-yl)-5-methylpyrimidin-2-ylamino)-4-isopropoxy-2-morpholinophenyl)acrylamide N1(CCC1)CC=1C=NN(C1)C1=NC(=NC=C1C)NC=1C(=CC(=C(C1)NC(C=C)=O)N1CCOCC1)OC(C)C